N-[1-(2-methoxyethyl)piperidin-4-yl]-6-(4,4,5,5-tetramethyl-1,3,2-dioxaborolan-2-yl)quinazolin-2-amine COCCN1CCC(CC1)NC1=NC2=CC=C(C=C2C=N1)B1OC(C(O1)(C)C)(C)C